C1(CC1)C=1C=C(C=C2C(=NC=NC12)N[C@@H](C)C1=NC=NN1C=1C=CC(N(N1)C)=O)C(F)F 6-[5-[(1S)-1-[[8-cyclopropyl-6-(difluoromethyl)quinazolin-4-yl]amino]ethyl]-1,2,4-triazol-1-yl]-2-methyl-pyridazin-3-one